C(C)(C)(C)OC(=O)N1C[C@H](CC1)OC1=NC(=CC(=C1)OCC1=CC=CC=C1)NCC1=CC=CC=C1 (S)-3-((6-(benzylamino)-4-(benzyloxy)pyridin-2-yl)oxy)pyrrolidine-1-carboxylic acid tert-butyl ester